N-(4-fluorobenzyl)-2-(5H-pyrido[3,2-b]indol-7-yl)acetamide FC1=CC=C(CNC(CC=2C=CC=3C4=C(NC3C2)C=CC=N4)=O)C=C1